(2-(2,6-dioxopiperidin-3-yl)-7-methoxy-3-oxoisoindolin-5-yl)methyl (3-cyclopropoxyphenyl)carbamate C1(CC1)OC=1C=C(C=CC1)NC(OCC=1C=C2C(N(CC2=C(C1)OC)C1C(NC(CC1)=O)=O)=O)=O